5-Benzylthio-3-cyclopropyl-7,8-dihydro-6H-cyclopenta[g]Isoquinoline-7-carboxylic acid methyl ester COC(=O)C1CC2=C(C(=C3C=C(N=CC3=C2)C2CC2)SCC2=CC=CC=C2)C1